CC12CC3(CC(CC(C1)(C3)C)(C2)C(=O)O)C(=O)O 5,7-dimethyladamantane-1,3-dicarboxylic acid